NC=1C=C(C=C(C1)C(=O)O)OB(O)O 3-amino-5-carboxyphenylboric acid